(R)-5-((((6-(2-chloro-3-(3-chloro-2-(4-(4,5-dihydro-1H-imidazol-2-yl)-3-methoxyphenyl)pyridin-4-yl)phenyl)-2-methoxypyridin-3-yl)methyl)amino)methyl)pyrrolidin-2-one ClC1=C(C=CC=C1C1=C(C(=NC=C1)C1=CC(=C(C=C1)C=1NCCN1)OC)Cl)C1=CC=C(C(=N1)OC)CNC[C@H]1CCC(N1)=O